(S)-1-(2-chloro-7-(1-methoxyethyl)pyrazolo[1,5-a]pyrimidin-6-yl)-3-(5-cyano-6-methoxypyridin-3-yl)urea ClC1=NN2C(N=CC(=C2[C@H](C)OC)NC(=O)NC=2C=NC(=C(C2)C#N)OC)=C1